C1(CC1)COC=1C(=NC(=CC1)S(=O)(=O)C)C1=CN(C(C2=CC(=CC=C12)F)=O)C 4-[3-(cyclopropylmethoxy)-6-methylsulfonylpyridin-2-yl]-7-fluoro-2-methylisoquinolin-1-one